C[C@@H]1N(C[C@@H](NC1)C)C(=O)OC(C)(C)C tert-butyl (2S,5S)-2,5-dimethylpiperazin-1-carboxylate